(S)-4-(cyclopropylethynyl)-4-(1,1-difluoroethyl)-6-fluoro-7-((3-(2-hydroxypropan-2-yl)-1H-pyrazol-1-yl)methyl)-3,4-dihydroquinazolin-2(1H)-one C1(CC1)C#C[C@@]1(NC(NC2=CC(=C(C=C12)F)CN1N=C(C=C1)C(C)(C)O)=O)C(C)(F)F